(±)-ethyl 2-[4-(3-carbamoyltetrahydrofuran-3-yl)phenyl]-2-cyclobutyl-acetate C(N)(=O)C1(COCC1)C1=CC=C(C=C1)C(C(=O)OCC)C1CCC1